C(C1=CC=CC=C1)C1=C(C=2NC3=CC=CC(=C3C2C(=C1)OCC(=O)O)C(N)=O)F [e-benzyl-5-carbamoyl-1-fluorocarbazol-4-yl]oxyacetic acid